C(CCCCCCCCCCCCCCCCCCCCCCCCCCCCCCCCCCCCCCCCCCCCCCCCCCCCCCCCC)(=O)O Octapentacontanoic acid